NC=1N=NC(=CC1N1C[C@H]2CC[C@@H](C1)N2C2=NC=CC(=N2)C2CCN(CC2)C2CCC(CC2)C2=C1CCN(C1=CC=C2)[C@@H]2C(NC(CC2)=O)=O)C2=C(C=CC=C2)O (3S)-3-[4-[4-[4-[2-[(1R,5S)-3-[3-amino-6-(2-hydroxyphenyl)pyridazin-4-yl]-3,8-diazabicyclo[3.2.1]octan-8-yl]pyrimidin-4-yl]-1-piperidyl]cyclohexyl]indolin-1-yl]piperidine-2,6-dione